O=C1NC(CCC1N1C(C2=CC=C(C=C2C1=O)N1CCC(CC1)CC1=CC(=CC=C1)CC1CCNCC1)=O)=O 2-(2,6-dioxo-3-piperidyl)-5-[4-[[3-(4-piperidylmethyl)phenyl]methyl]-1-piperidyl]isoindoline-1,3-dione